cis-3-(((6-(3-Methyl-4-(((4-(pyridin-2-yl)pyrimidin-2-yl)amino)methyl)isoxazol-5-yl)pyridin-3-yl)oxy)methyl)cyclopentan CC1=NOC(=C1CNC1=NC=CC(=N1)C1=NC=CC=C1)C1=CC=C(C=N1)OCC1CCCC1